(3R,4R,5S)-4-acetamido-5-azido-3-acetoxy-1-cyclohexene-1-carboxylic acid ethyl ester C(C)OC(=O)C1=C[C@H]([C@@H]([C@H](C1)N=[N+]=[N-])NC(C)=O)OC(C)=O